3-((3-exo)-3-((4-((5-(hydroxymethyl)-1H-pyrazol-3-yl)amino)thieno[2,3-d]pyrimidin-2-yl)amino)-8-azabicyclo[3.2.1]octan-8-yl)propionitrile OCC1=CC(=NN1)NC=1C2=C(N=C(N1)NC1CC3CCC(C1)N3CCC#N)SC=C2